2-(2,2,2-trifluoroethoxy)pyridin FC(COC1=NC=CC=C1)(F)F